9,3':6',9''-tercarbazole C1=CC=CC=2C3=CC=CC=C3N(C12)C1=CC=C2N=C3C=CC(=CC3=C2C1)N1C2=CC=CC=C2C=2C=CC=CC12